ClC1=NN2C(C(=N1)NC1CCCC1)=CC=C2 2-chloro-N-cyclopentylpyrrolo[2,1-f][1,2,4]triazin-4-amine